OCC(CO)(C)NC(=O)C1=C(OC2=C1C=C(C(=C2)F)OC2=CC=CC=C2)C N-(1,3-dihydroxy-2-methylpropan-2-yl)-6-fluoro-2-methyl-5-phenoxybenzofuran-3-carboxamide